ClC1=C(C(=CC=C1)Cl)C=1N=C(NC1C1=CC=CC=C1)CC=1SC=CC1 4-(2,6-dichlorophenyl)-5-phenyl-2-(2-thienylmethyl)imidazole